tert-butyl (R)-3-((2-((3-methylisothiazol-5-yl)amino)-7-tosyl-7H-pyrrolo[2,3-d]pyrimidin-4-yl)amino)piperidine-1-carboxylate CC1=NSC(=C1)NC=1N=C(C2=C(N1)N(C=C2)S(=O)(=O)C2=CC=C(C)C=C2)N[C@H]2CN(CCC2)C(=O)OC(C)(C)C